OC1=C(C=C(C=C1C)[C@@H]1N(C[C@H](CC1)C)C(C(=O)NC=1C=C(C=NC1)C(=O)N)=O)C 5-[[2-[(2R,5S)-2-(4-hydroxy-3,5-dimethyl-phenyl)-5-methyl-1-piperidyl]-2-oxo-acetyl]amino]pyridine-3-carboxamide